[(3R,9aS)-3-(3-Chloro-4-fluorophenyl)-3,4,6,7,9,9a-hexahydro-1H-pyrazino[2,1-c][1,4]oxazin-8-yl]-[2-chloro-3-(4-methylpyridazin-3-yl)phenyl]methanon ClC=1C=C(C=CC1F)[C@@H]1CN2[C@H](CO1)CN(CC2)C(=O)C2=C(C(=CC=C2)C=2N=NC=CC2C)Cl